5-Chloro-7-(4-methylpiperidin-1-yl)-6-(2,4,6-trifluorophenyl)[1,2,4]triazolo[1,5-a]pyrimidin ClC1=NC=2N(C(=C1C1=C(C=C(C=C1F)F)F)N1CCC(CC1)C)N=CN2